C/C(/C=C/C(=O)ONC(=O)N1CCC(CC1)O)=C\C=C\C(=C\C=C\C=C(\C=C\C=C(/C=C/C(=O)[O-])\C)/C)\C 1-[4-hydroxypiperidinamido] (2E,4E,6E,8E,10E,12E,14E,16Z,18E)-4,8,13,17-tetramethylicosa-2,4,6,8,10,12,14,16,18-nonaenedioate